C(C1=CC=CC=C1)N(C1=NC(=NC=2C(CCCC12)OCC(=O)N1CC(C1)F)N1C(=CC=2C(=CC=CC12)C#N)C)CC1=C(C=C(C=C1)OC)OC 1-(4-(benzyl(2,4-dimethoxybenzyl)amino)-8-(2-(3-fluoroazetidin-1-yl)-2-oxoethoxy)-5,6,7,8-tetrahydroquinazolin-2-yl)-2-methyl-indole-4-carbonitrile